(2r,4s)-2-(4-(4-Methyl-3-(trifluoromethyl)phenyl)piperidine-1-carbonyl)-5-azaspiro[3.4]octan CC1=C(C=C(C=C1)C1CCN(CC1)C(=O)C1CC2(C1)NCCC2)C(F)(F)F